(2S)-N-((2S)-4-(benzylamino)-3-hydroxy-4-oxo-1-((S)-2-oxopyrrolidin-3-yl)butan-2-yl)-1-(1H-indole-2-carbonyl)-4,4-dimethylpiperidine-2-carboxamide C(C1=CC=CC=C1)NC(C([C@H](C[C@H]1C(NCC1)=O)NC(=O)[C@H]1N(CCC(C1)(C)C)C(=O)C=1NC2=CC=CC=C2C1)O)=O